FC1=C(C=CC(=N1)C(=O)NC1COC1)N1CCN(CC1)CC1=CC=C2C(N(C(NC2=C1)=O)C)=S 6-fluoro-5-(4-((3-methyl-2-oxo-4-thioxo-1,2,3,4-tetrahydroquinazolin-7-yl)methyl)piperazin-1-yl)-N-(oxetan-3-yl)picolinamide